C1(CC1)C=1NC(=NN1)C1CC2(CN(C2)C(=O)N2CC3(C2)CN(C3)CC3=C(C=CC=C3)C=3N(C=CN3)COC)C1 [6-(5-cyclopropyl-4H-1,2,4-triazol-3-yl)-2-azaspiro[3.3]heptan-2-yl]-[6-[[2-[1-(methoxymethyl)imidazol-2-yl]phenyl]methyl]-2,6-diazaspiro[3.3]heptan-2-yl]methanone